P(=O)(O[C@H](C(F)(F)F)[C@H]1O[C@H](C[C@@H]1OCC1=CC=CC=C1)N1C(NC(C(=C1)F)=O)=O)([O-])[O-].[NH4+].[NH4+] ammonium (S)-1-((2S,3S,5R)-3-(benzyloxy)-5-(5-fluoro-2,4-dioxo-3,4-dihydropyrimidin-1(2H)-yl)tetrahydrofuran-2-yl)-2,2,2-trifluoroethyl phosphate